tert-butyl (R)-4-(5-((6-(4-(1-(3-(tert-butyl)-1,2,4-oxadiazole-5-carboxamido)ethyl)-3-methylphenyl)pyrimidin-4-yl)amino)pyridin-2-yl)piperazine-1-carboxylate C(C)(C)(C)C1=NOC(=N1)C(=O)N[C@H](C)C1=C(C=C(C=C1)C1=CC(=NC=N1)NC=1C=CC(=NC1)N1CCN(CC1)C(=O)OC(C)(C)C)C